N-(3-cyano-4-fluoro-phenyl)-1,3,5-trimethyl-4-[2-oxo-2-[[(3R)-3-ethynyltetrahydrofuran-3-yl]amino]acetyl]pyrrole-2-carboxamide C(#N)C=1C=C(C=CC1F)NC(=O)C=1N(C(=C(C1C)C(C(N[C@@]1(COCC1)C#C)=O)=O)C)C